NC1=NC=CC=C1O[C@H](C)C1=C(C(=CC(=C1)F)F)C=1N=C(SC1C(=O)C1=NN(C(=C1)C#N)C)C (R)-3-(4-(2-(1-((2-aminopyridin-3-yl)oxy)ethyl)-4,6-difluorophenyl)-2-methylthiazole-5-carbonyl)-1-methyl-1H-pyrazole-5-carbonitrile